C(C)OC1=C(C=CC(=C1)C(CCCCC\C=C/CC)O)O (Z)-2-ethoxy-4-(1-hydroxydec-7-en-1-yl)phenol